N-(6-(4-(tert-butoxy)phenyl)-1-methyl-1H-pyrazolo[3,4-d]pyrimidin-4-yl)-5-nitrothiophene-2-carboxamide C(C)(C)(C)OC1=CC=C(C=C1)C1=NC(=C2C(=N1)N(N=C2)C)NC(=O)C=2SC(=CC2)[N+](=O)[O-]